C(C(C)C)NC(CN1C(C2=C(C=CC=C2C=C1)NC=1C=C2C=NN(C2=CC1)C)=O)=O N-isobutyl-2-[8-[(1-methylindazol-5-yl)amino]-1-oxo-2-isoquinolyl]acetamide